C(C=C)(=O)OC1C2(CCCC1)C(=O)OC2=O acryloxycyclohexanedicarboxylic acid anhydride